(adamantan-1-yl)propanoate C12(CC3CC(CC(C1)C3)C2)OC(CC)=O